4-(perfluoropropan-2-yl)-2-trifluoromethylaniline hydrochloride Cl.FC(C(C(F)(F)F)(C1=CC(=C(N)C=C1)C(F)(F)F)F)(F)F